ClCC1=NSC(=N1)NC(=O)C1=C(OC(=C1)C1=CC(=CC=C1)OC)C(F)(F)F N-(3-(chloromethyl)-1,2,4-thiadiazol-5-yl)-5-(3-methoxyphenyl)-2-(trifluoromethyl)furan-3-carboxamide